4-bromo-1,6-dimethyl-1H-pyrazolo[3,4-b]pyridine BrC1=C2C(=NC(=C1)C)N(N=C2)C